ClC1=CC=CC(=N1)CC1=C2C(=C(N(C2=C(C=C1F)C#N)COCC[Si](C)(C)C)C)C 4-((6-chloropyridin-2-yl)methyl)-5-fluoro-2,3-dimethyl-1-((2-(trimethylsilyl)ethoxy)methyl)-1H-indole-7-carbonitrile